FC(S(=O)(=O)C1=NC=CC=C1)F 2-(difluoromethylsulfonyl)pyridine